O1C2C(CC1)CCC2NC(=O)C2=CN=C1N2N=C(C=C1NC)NC=1C(N(C=CC1)C1=NC=CC=C1)=O trans-N-(hexahydro-2H-cyclopenta[b]furan-6-yl)-8-(methylamino)-6-((2-oxo-2H-[1,2'-bipyridin]-3-yl)amino)imidazo[1,2-b]pyridazine-3-carboxamide